4-((S)-4-acryloyl-2-methylpiperazin-1-yl)-7-(2,3-difluoro-6-hydroxyphenyl)-6-fluoro-1-(2-isopropyl-4-(methylsulfanyl)pyridin-3-yl)pyrido[2,3-d]pyrimidin-2(1H)-one C(C=C)(=O)N1C[C@@H](N(CC1)C=1C2=C(N(C(N1)=O)C=1C(=NC=CC1SC)C(C)C)N=C(C(=C2)F)C2=C(C(=CC=C2O)F)F)C